2-((3S,5R,8R,9S,10S,13S,14S,17S)-3-([1,1'-biphenyl]-4-yl)-3-hydroxy-10,13-dimethylhexadecahydro-1H-cyclopenta[a]phenanthrene-17-carboxamido)ethane-1-sulfonic acid C1(=CC=C(C=C1)[C@@]1(CC[C@@]2([C@H]3CC[C@@]4([C@H](CC[C@H]4[C@@H]3CC[C@@H]2C1)C(=O)NCCS(=O)(=O)O)C)C)O)C1=CC=CC=C1